N-(tert-butyl)hydroxylamine acetate C(C)(=O)O.C(C)(C)(C)NO